C1(=CC=CC2=CC=CC=C12)N1N=C(C(=C1)C1=C(C(=O)C2=CC=CC=C2)C=CC=C1)C1=C(C(=O)C2=CC=CC=C2)C=CC=C1 (1-(naphthalen-1-yl)-1H-pyrazol-3,4-diyl)bis(benzophenone)